BrC1=CC=C([C@@H](C)N)C=C1 (R)-4-bromo-alpha-methylbenzylamine